2-(6-amino-5-(4-(aminomethyl)phenethoxy)pyridazin-3-yl)-4-fluorophenol NC1=C(C=C(N=N1)C1=C(C=CC(=C1)F)O)OCCC1=CC=C(C=C1)CN